C(C)(C)(C)C1=NN(C(=C1)N1C(NC(C1=O)(C)C)=O)C 3-(3-(tert-butyl)-1-methyl-1H-pyrazol-5-yl)-5,5-dimethylimidazolidine-2,4-dione